C(C)(=O)C1=NN(C2=CC=C(C=C12)C=1C=NC=2N(C1)N=C(C2)C2CC2)CC(=O)N2[C@@H]1C[C@@H]1C[C@H]2C(=O)NC2=NC(=CN=C2)Br (1R,3S,5R)-2-(2-(3-acetyl-5-(2-cyclopropylpyrazolo[1,5-a]pyrimidin-6-yl)-1H-indazol-1-yl)acetyl)-N-(6-bromopyrazin-2-yl)-2-azabicyclo[3.1.0]hexane-3-carboxamide